5-methyl-N4-benzoyl-cytidine triphosphate P(O)(=O)(OP(=O)(O)OP(=O)(O)O)OC[C@@H]1[C@H]([C@H]([C@@H](O1)N1C(=O)N=C(NC(C2=CC=CC=C2)=O)C(=C1)C)O)O